[5-(5-chloropyrimidin-2-yl)oxy-2-(trifluoromethyl)quinazolin-4-yl]-(2-pyridyl)methanone ClC=1C=NC(=NC1)OC1=C2C(=NC(=NC2=CC=C1)C(F)(F)F)C(=O)C1=NC=CC=C1